C1(=CC=CC=C1)OP(O)(=O)C(CC=NO)C1=CC=CC=C1 (3-(hydroxyimino)-1-phenylpropyl)phosphonic acid phenyl ester